COC(=O)[C@H]1N(C[C@@]2(CC2(F)F)C1)C(=O)OC(C)(C)C (3S,6S)-1,1-difluoro-5-azaspiro[2.4]heptane-5,6-dicarboxylic acid 5-(tert-butyl) 6-methyl ester